5-((4-(tert-butyl)benzyl)thio)-2-chloropyrimidine-4-carboxylic acid ethyl ester C(C)OC(=O)C1=NC(=NC=C1SCC1=CC=C(C=C1)C(C)(C)C)Cl